ClC=1C=C2C(=NC1OC)C(=C(N2C)C=2NC(=NN2)C(C(F)(F)F)OCCO)N2C=NC=C2 2-(1-(5-(6-chloro-3-(1H-imidazol-1-yl)-5-methoxy-1-methyl-1H-pyrrolo[3,2-b]pyridin-2-yl)-4H-1,2,4-triazol-3-yl)-2,2,2-trifluoroethoxy)ethan-1-ol